IC=1C=C(NCC23CCC(CC2)(CC3)C3=CC(=C(C=C3)OC)C)C=CC1 3-Iodo-N-((4-(4-methoxy-3-methylphenyl)bicyclo[2.2.2]octan-1-yl)methyl)aniline